N1(CCC1)C(CN1C(N(C2=NC(=NC=C12)Cl)C1CCOCC1)=O)=O 7-(2-(Azetidin-1-yl)-2-oxoethyl)-2-chloro-9-(tetrahydro-2H-pyran-4-yl)-7,9-dihydro-8H-purin-8-one